N-[(1R)-1-(aminomethyl)-2-hydroxy-ethyl]-4-[[3-(2,3-difluoro-4-methoxy-phenyl)imidazo[1,2-a]pyrazin-8-yl]amino]-2-ethyl-benzamide NC[C@H](CO)NC(C1=C(C=C(C=C1)NC=1C=2N(C=CN1)C(=CN2)C2=C(C(=C(C=C2)OC)F)F)CC)=O